lithium hydrogensulfide S.[Li]